NC1(CC1)C1=C2C=CC(=NC2=CC(=C1)O)C 5-(1-Aminocyclopropyl)-2-methylquinolin-7-ol